CC=1N(C(=CC1)C)C1=NN2C(C(=C(C=C2)C2=NC(=CC=C2)C=2C=NN(C2)C(CC)C2=CC=C(C=C2)F)F)=N1 2-(2,5-dimethyl-1H-pyrrol-1-yl)-8-fluoro-7-(6-(1-(1-(4-fluorophenyl)propyl)-1H-pyrazol-4-yl)pyridin-2-yl)-[1,2,4]triazolo[1,5-a]pyridine